4-Bromo-1-butyl-2-(naphthalen-1-yl)-1H-benzo[d]imidazole BrC1=CC=CC=2N(C(=NC21)C2=CC=CC1=CC=CC=C21)CCCC